(S)-4-(furo[3,2-c]pyridin-4-yl)-N-{1-[5-(hydroxymethyl)pyrazin-2-yl]pyrrolidin-3-yl}benzamide O1C=CC=2C(=NC=CC21)C2=CC=C(C(=O)N[C@@H]1CN(CC1)C1=NC=C(N=C1)CO)C=C2